BrC1=C(C=C(C=C1)N1CCC(CC1)C(OC)OC)F 1-(4-Bromo-3-fluorophenyl)-4-(dimethoxymethyl)piperidine